C1CCC2=C(C=3CCCC3C=C12)NC(=O)N=[S@@](=O)(N)C1=C(C=C(C=C1)C(C)(C)O)C (S)-N'-(1,2,3,5,6,7-hexahydro-s-indacen-4-ylcarbamoyl)-4-(2-hydroxypropan-2-yl)-2-methylbenzene-sulfonimidamide